cyclopentoxyboron C1(CCCC1)O[B]